C(C)(C)(C)OC(=O)N1C(CCC1)C(=O)O pyrrolidine-1,2-dicarboxylic acid 1-(tert-butyl) ester